4-((3-chloro-2-fluorophenyl) amino)-6-nitroquinazolin-7-yl trifluoromethanesulfonate FC(S(=O)(=O)OC1=C(C=C2C(=NC=NC2=C1)NC1=C(C(=CC=C1)Cl)F)[N+](=O)[O-])(F)F